6-(((tert-butyldimethylsilyl)oxy)methyl)-2-chloro-4-iodo-3-methoxypyridine [Si](C)(C)(C(C)(C)C)OCC1=CC(=C(C(=N1)Cl)OC)I